ClC1=NC=C(C(=N1)OC=1N=CC=2CCC3=C(C2C1F)NC1=C3C(NCC1)=O)COC(F)F 2-((2-chloro-5-((difluoromethoxy)methyl)pyrimidin-4-yl)oxy)-1-fluoro-5,6,8,9,10,11-hexahydro-7H-pyrido[3',4':4,5]pyrrolo[2,3-f]isoquinolin-7-one